C1(CCCCC1)OC1=CC=C(C=N1)S(=O)(=O)N1[C@H]([C@@H]2CC[C@H](C1)N2C(=O)OCCOC)C(NOC2OCCCC2)=O 2-methoxyethyl (1S,2R,5R)-3-((6-(cyclohexyloxy)pyridin-3-yl)sulfonyl)-2-(((tetrahydro-2H-pyran-2-yl)oxy)carbamoyl)-3,8-diazabicyclo[3.2.1]octane-8-carboxylate